N-((R)-4-morpholino-1,4-dioxo-1-(((R)-4-phenyl-1-(4,4,5,5-tetramethyl-1,3,2-dioxaborolan-2-yl)butyl)amino)butan-2-yl)pyrazine-2-carboxamide O1CCN(CC1)C(C[C@H](C(N[C@@H](CCCC1=CC=CC=C1)B1OC(C(O1)(C)C)(C)C)=O)NC(=O)C1=NC=CN=C1)=O